(R)-2-(5-((5-chloro-4-(3-(trifluoromethyl)piperidin-1-yl)pyrimidin-2-yl)amino)pyridin-3-yl)-2,8-diazaspiro[4.5]decan-1-one ClC=1C(=NC(=NC1)NC=1C=C(C=NC1)N1C(C2(CC1)CCNCC2)=O)N2C[C@@H](CCC2)C(F)(F)F